S(N)(=O)(=O)NCCC1CN(C1)C1=NC=NC=2C=C3C(=CC12)OCO3 8-(3-(2-sulfamoylaminoethyl)azetidin-1-yl)-[1,3]dioxolo[4,5-g]quinazoline